C(C)C1=NN2C(N(C3=C(C2=O)CN(C3=O)CC)CC(=O)NC3=NC=C(C=C3)F)=C1 2-(2,6-Diethyl-5,8-dioxo-5,6,7,8-tetrahydro-4H-pyrazolo[1,5-a]pyrrolo[3,4-d]pyrimidin-4-yl)-N-(5-fluoropyridin-2-yl)acetamid